6-[[6-[1-(trifluoromethyl)cyclopropyl]-3-pyridyl]methyl]-2-azaspiro[3.3]heptane FC(C1(CC1)C1=CC=C(C=N1)CC1CC2(CNC2)C1)(F)F